(2-((1-(2-(6,6-dimethyl-4,5,6,7-tetrahydro-1H-indazol-3-yl)-1H-indole-5-carbonyl)piperidin-4-yl)methyl)-1,2,3,4-tetrahydroisoquinolin-7-yl)piperidine-2,6-dione CC1(CCC=2C(=NNC2C1)C=1NC2=CC=C(C=C2C1)C(=O)N1CCC(CC1)CN1CC2=CC(=CC=C2CC1)N1C(CCCC1=O)=O)C